piperazin-1-yl(3-(3-(piperidine-1-carbonyl)pyrazolo[1,5-a]pyridin-7-yl)phenyl)methanone N1(CCNCC1)C(=O)C1=CC(=CC=C1)C1=CC=CC=2N1N=CC2C(=O)N2CCCCC2